C(C)(C)(C)OC(C[C@H](C(=O)O)CCC(F)(F)F)=O (2R)-2-(2-tert-Butoxy-2-oxoethyl)-5,5,5-trifluoropentanoic acid